2-(6-{[(1S,3r,5S)-1,5-dimethyl-8-azabicyclo[3.2.1]octan-3-yl]oxy}pyridazin-3-yl)-5-(1H-1,2,3-triazol-1-yl)pyridin-3-ol C[C@@]12CC(C[C@](CC1)(N2)C)OC2=CC=C(N=N2)C2=NC=C(C=C2O)N2N=NC=C2